(3S)-tert-Butyl 3-(6-bromo-3-methylpyridin-2-ylcarbamoyl)-5-((methylsulfonyloxy)methyl)-2-azabicyclo[3.1.0]hexane-2-carboxylate BrC1=CC=C(C(=N1)NC(=O)[C@H]1N(C2CC2(C1)COS(=O)(=O)C)C(=O)OC(C)(C)C)C